N-cyclopropyl-3-(1-{6-[hydroxy-(tetrahydro-pyran-4-yl)-methyl]-imidazo[1,2-a]pyridin-3-yl}-1H-pyrazol-4-yl)-4-methyl-benzamide C1(CC1)NC(C1=CC(=C(C=C1)C)C=1C=NN(C1)C1=CN=C2N1C=C(C=C2)C(C2CCOCC2)O)=O